(Z)-2-(2,6-dioxopiperidin-3-yl)-6-(4-(5-(4-(1-(4-hydroxyphenyl)-2-phenylbut-1-en-1-yl)phenoxy)pentyl)piperazin-1-yl)-1H-pyrrolo[3,4-c]pyridine-1,3(2H)-dione O=C1NC(CCC1N1C(C=2C=NC(=CC2C1=O)N1CCN(CC1)CCCCCOC1=CC=C(C=C1)\C(=C(\CC)/C1=CC=CC=C1)\C1=CC=C(C=C1)O)=O)=O